N-(4-amino-1H-pyrazolo[4,3-c]pyridin-7-yl)-2-oxo-2-[rac-(2S,5R)-5-ethyl-2-methyl-1-piperidyl]acetamide NC1=NC=C(C2=C1C=NN2)NC(C(N2[C@H](CC[C@H](C2)CC)C)=O)=O |r|